N1(CCC1)C1=CC=2N(C=C1)C=C(N2)C2=CC=C(C=C2)OCCOCCF 7-(azetidin-1-yl)-2-(4-(2-(2-fluoroethoxy)ethoxy)phenyl)imidazo[1,2-a]pyridine